ClC=1C=CC2=C(O[C@H](CO2)COC2=CC=C(C=C2)C(CC(=O)O)C2=CC=C(C=C2)F)C1 3-(4-(((S)-7-chloro-2,3-dihydrobenzo[b][1,4]dioxin-2-yl)methoxy)phenyl)-3-(4-fluorophenyl)propionic acid